NC=1C(NC2=C3C=CC=NC3=C(C=C2C1C1=C2C=NNC2=C(C=C1)F)OC1CC(C1)C(F)F)=O 3-amino-6-[3-(difluoromethyl)cyclobutyl]oxy-4-(7-fluoro-1H-indazol-4-yl)-1H-1,7-phenanthrolin-2-one